CN1N=C(C=C1)N1C=CC=2C1=NC=C(C2)[N+](=O)[O-] (1-methyl-1H-pyrazol-3-yl)-5-nitro-1H-pyrrolo[2,3-b]pyridine